5-[3,6-dichloro-5-(trifluoromethyl)-2-pyridinyl]-1,3,4-oxadiazole ClC=1C(=NC(=C(C1)C(F)(F)F)Cl)C1=NN=CO1